[Br-].C(=O)(O)CCCCC[P+](C1=CC=CC=C1)(C1=CC=CC=C1)C1=CC=CC=C1 (5-carboxylpentyl)Triphenylphosphonium bromide